BrC1=C2C=CC=NC2=C(C(=C1)C(NC(CCCC)=O)C1=CC=C(C=C1)OC)O N-[(5-bromo-8-hydroxyquinolin-7-yl)(4-methoxyphenyl)methyl]pentanamide